[S].[N+](=O)([O-])[Li] nitroLithium sulfur